C(N)(=N)C1=C(C=C(CNC(=O)C=2C=NN(C2)CC2=CC=C(C=C2)CC(=O)NC)C=C1)F N-(4-carbamimidoyl-3-fluorobenzyl)-1-(4-(2-(methylamino)-2-oxoethyl)benzyl)-1H-pyrazole-4-carboxamide